tert-Butyl (R)-1-amino-3,4-dichloro-12-oxo-6a,7,9,10-tetrahydro-6H-pyrazino[2,1-c]pyrido[3,4-f][1,4]oxazepine-8(12H)-carboxylate NC1=NC(=C(C2=C1C(N1[C@@H](CO2)CN(CC1)C(=O)OC(C)(C)C)=O)Cl)Cl